BrC1=CSC=2N=CN=CC21 5-Bromothieno[2,3-d]pyrimidin